BrC1=CC=C(C=C1)N1N=C(C(=C1)C#N)C 1-(4-bromophenyl)-3-methyl-pyrazole-4-carbonitrile